N-[2-({2-[(4-{4-chloro-13-cyano-8-ethyl-9-oxo-6,8,10-triazatricyclo[9.4.0.02,7]pentadeca-1(15),2(7),3,5,11,13-hexaen-10-yl}-3,5-difluorophenyl)amino]ethyl}amino)ethyl]acetamide ClC1=CC=2C3=CC=C(C=C3N(C(N(C2N=C1)CC)=O)C1=C(C=C(C=C1F)NCCNCCNC(C)=O)F)C#N